1,3-bis(3'-hydroxyphenyl)-5,7-bis(octyl)benzo[1,2-C:4,5-C']dithiophene-4,8-dione OC=1C=C(C=CC1)C1=C2C(=C(S1)C1=CC(=CC=C1)O)C(C=1C(=C(SC1CCCCCCCC)CCCCCCCC)C2=O)=O